Cl.ClC=1C=C(OCCNC2(CCOCC2)C(=O)N[C@@H](C)C2=CC=C(C(=O)O)C=C2)C=CC1Cl 4-[(1S)-1-[[4-[2-(3,4-Dichlorophenoxy)ethylamino]tetrahydropyran-4-carbonyl]amino]ethyl]benzoic acid, hydrochloride